3,5-difluoro-2-(1-fluoroethyl)benzaldehyde FC=1C(=C(C=O)C=C(C1)F)C(C)F